2-((S)-2,2-dimethylcyclopropane-1-carbonyl)-6-(thiazole-5-carbonyl)-2,6-diazaspiro[3.4]octane-8-carbohydrazide CC1([C@H](C1)C(=O)N1CC2(C1)CN(CC2C(=O)NN)C(=O)C2=CN=CS2)C